4-thia-1-azabicyclo-[3.2.0]-heptane-2-carboxylic acid-4,4-dioxide N12C(CS(C2CC1)(=O)=O)C(=O)O